C(CCCCCCCCCCCCCCCCCCCCC)NC=1C(C2=CC=CC=C2C(C1)=O)=O 2-docosylamino-1,4-naphthoquinone